[4-(methoxycarbonyl)-2-nitrophenyl]methanesulfonic acid COC(=O)C1=CC(=C(C=C1)CS(=O)(=O)O)[N+](=O)[O-]